2-chloro-5-{[(3,3-dimethylbutanoyl)amino]methyl}-N-{1-[4-(trifluoromethoxy)phenyl]-1H-indazol-4-yl}benzamide ClC1=C(C(=O)NC2=C3C=NN(C3=CC=C2)C2=CC=C(C=C2)OC(F)(F)F)C=C(C=C1)CNC(CC(C)(C)C)=O